C(C1=CC=CC=C1)OC1CC=C(CC1)B1OC(C(O1)(C)C)(C)C 2-(4-benzyloxycyclohexen-1-yl)-4,4,5,5-tetramethyl-1,3,2-dioxaborolane